N=1N=C(NC1)NC1=NC=CC(=C1)OC1=CC(=C(C=C1)NC1=NC=NC2=CC(=C(C=C12)NC1CCN(CC1)C(C=C)=O)OC)F 1-(4-((4-((4-((2-((4H-1,2,4-triazol-3-yl)amino)pyridin-4-yl)oxy)-2-fluorophenyl)amino)-7-methoxyquinazolin-6-yl)amino)piperidin-1-yl)prop-2-en-1-one